CC1=NN(C=C1)C1=NC(=C(N=C1C)C)C 3-Methyl-1-(3,5,6-trimethylpyrazin-2-yl)-1H-pyrazole